BrCC=1C(=C(C=NC1)N1C(NC(CC1)=O)=O)F 1-(5-(bromomethyl)-4-fluoropyridin-3-yl)dihydropyrimidine-2,4(1H,3H)-dione